BrC=1C=C(C=C2N=CC(NC12)=O)C(=O)OCC ethyl 8-bromo-2-oxo-1,2-dihydroquinoxaline-6-carboxylate